ClC1=CC2=C(N(C(N=C2N2[C@H](CN(CC2)C(C=C)=O)C)=O)C2CCC23CCCC3)N=C1C1=C(C=CC=C1O)F 6-chloro-7-(2-fluoro-6-hydroxyphenyl)-4-((2S)-2-methyl-4-(2-propenoyl)-1-piperazinyl)-1-(spiro[3.4]octan-1-yl)pyrido[2,3-d]pyrimidin-2(1H)-one